BrC1=C(C=C2C(=CN(C2=C1)C1COC1)/C(/C(F)F)=N\[S@@](=O)C(C)(C)C)F (S,E)-N-(1-(6-bromo-5-fluoro-1-(oxetan-3-yl)-1H-indol-3-yl)-2,2-difluoroethylidene)-2-methylpropane-2-sulfinamide